N-(5-((5-nitrothiazol-2-yl)thio)-1,3,4-thiadiazol-2-yl)undec-10-enamide [N+](=O)([O-])C1=CN=C(S1)SC1=NN=C(S1)NC(CCCCCCCCC=C)=O